normalhexyl acrylate C(C=C)(=O)OCCCCCC